FC1=CC=C(C=C1)N1N=CC2=CC(=C(C=C12)C)C1(CN(CC1)S(=O)(=O)C=1C=NN(C1)CCC)CC=1SC=CN1 2-((3-(1-(4-fluorophenyl)-6-methyl-1H-indazol-5-yl)-1-({1-propyl-1H-pyrazol-4-yl}sulfonyl)pyrrolidin-3-yl)methyl)thiazole